N-(5-methylthiazol-2-yl)-[2,2'-bipyridine]-6-carboxamide CC1=CN=C(S1)NC(=O)C1=CC=CC(=N1)C1=NC=CC=C1